CC(C(=O)OCC)(CCCCOC1=C(C=CC=C1)CN1C(=NC=C1C)C1=CC=C(C=C1)C(F)(F)F)C ethyl 2,2-dimethyl-6-(2-((5-methyl-2-(4-(trifluoromethyl)phenyl)-1H-imidazol-1-yl)methyl)phenoxy)hexanoate